2-((1s,5s)-6-(4-ethoxyphenyl)-9,9-dimethyl-3,6-diazabicyclo[3.2.2]non-3-yl)-4,5-dihydro-oxazole C(C)OC1=CC=C(C=C1)N1[C@@H]2CN(C[C@H](C1)CC2(C)C)C=2OCCN2